5-chloro-1-oxo-2,3-dihydro-1H-indene-2-carboxylic methyl ester COC(=O)C1C(C2=CC=C(C=C2C1)Cl)=O